C(C)(=O)NCCS(=O)(=O)[O-].[Mg+2].C(C)(=O)NCCS(=O)(=O)[O-] Magnesium N-Acetyl-taurinat